BrC1=C2C(N(C(=NC2=CC(=C1I)C(F)(F)F)C)CCOC1=C(C=C(C=C1)Cl)C1=C2C(=NC=C1)C(=CS2)C(=O)OC)=O methyl 7-(2-(2-(5-bromo-6-iodo-2-methyl-4-oxo-7-(trifluoromethyl)quinazolin-3(4H)-yl)ethoxy)-5-chlorophenyl)thieno[3,2-b]pyridine-3-carboxylate